8-methoxy-6-[7-[[(2S)-4-methyl-morpholin-2-yl]methoxy]imidazo[1,2-a]pyridin-3-yl]-2-(2,2,2-trifluoroethyl)-3,4-dihydroisoquinolin-1-one COC=1C=C(C=C2CCN(C(C12)=O)CC(F)(F)F)C1=CN=C2N1C=CC(=C2)OC[C@@H]2CN(CCO2)C